diphenylethanediol C1(=CC=CC=C1)CC(O)(O)C1=CC=CC=C1